C[C@@H]1CC[C@@]23C[C@@H]1C([C@@H]2CC[C@H]3C)(C)C alpha-Cedrane